(1S)-1-[1,8-Dichloro-5-(1,1-dioxido-1,2,5-thiadiazepan-5-yl)imidazo[1,5-a]pyridin-6-yl]ethanamine hydrogen chloride salt Cl.ClC=1N=CN2C1C(=CC(=C2N2CCNS(CC2)(=O)=O)[C@H](C)N)Cl